tert-butyl 3-((3-amino-6-chloropyridazin-4-yl)ethynyl)azetidine-1-carboxylate NC=1N=NC(=CC1C#CC1CN(C1)C(=O)OC(C)(C)C)Cl